4-(2-(2-methoxyethoxy)ethoxy)-N-(4-nitrophenyl)-N-phenylaniline COCCOCCOC1=CC=C(N(C2=CC=CC=C2)C2=CC=C(C=C2)[N+](=O)[O-])C=C1